NCCCOC1=NC=C(C=C1[C@@H]1N(C[C@H](C1)F)C1=NC=2N(C=C1)N=CC2C(=O)O)F 5-((2R,4S)-2-(2-(3-aminopropoxy)-5-fluoropyridin-3-yl)-4-fluoropyrrolidin-1-yl)pyrazolo[1,5-a]pyrimidine-3-carboxylic acid